NC1=CC(=C(OC2CCN(CC2)C(=O)N)C=C1)C 4-(4-amino-2-methylphenoxy)piperidine-1-carboxamide